O=C1NC2=CC=CC=C2C(=C1)C=1C=C2CCN=CC2=CC1 6-(2-Oxo-1,2-dihydroquinolin-4-yl)-3,4-dihydroisoquinoline